P(=O)(OCCCCCC(C)C)(OCCCCCC(C)C)OC(C)C di-isooctyl isopropyl phosphate